C[C@@H]1CN(C[C@H]2N1CCN(C2)CC2=NC(=CC=C2)N2CCNCC2)C2=C1C=CC=NC1=C(C=C2)C#N 5-[(4R,9aS)-4-methyl-8-[(6-piperazin-1-yl-2-pyridyl)methyl]-3,4,6,7,9,9a-hexahydro-1H-pyrazino[1,2-a]pyrazin-2-yl]quinoline-8-carbonitrile